1-(pyridin-3-yl)cyclobutan-1-amine N1=CC(=CC=C1)C1(CCC1)N